Ethyl 3-(3-(1-(1-allyl-5-(5-((4,6-difluoro-1-((2-(trimethylsilyl)ethoxy)methyl)-1H-indol-5-yl)oxy)-2-vinylphenyl)-1H-1,2,4-triazol-3-yl)ethyl)-2-fluorophenyl)propanoate C(C=C)N1N=C(N=C1C1=C(C=CC(=C1)OC=1C(=C2C=CN(C2=CC1F)COCC[Si](C)(C)C)F)C=C)C(C)C=1C(=C(C=CC1)CCC(=O)OCC)F